3-azido-3-deoxythymidine CC1=CN(C(=O)NC1=O)[C@H]2C[C@@H]([C@H](O2)CO)N=[N+]=[N-]